2-benzyl-N-[6-(5-chloro-1,3-benzoxazol-2-yl)spiro[3.3]heptane-2-yl]-1,1-dioxo-1,2-thiazolidine-4-carboxamide C(C1=CC=CC=C1)N1S(CC(C1)C(=O)NC1CC2(C1)CC(C2)C=2OC1=C(N2)C=C(C=C1)Cl)(=O)=O